C(=O)C1=CC=C2C(=CC=NC2=C1)C(=O)OC methyl 7-formylquinoline-4-carboxylate